octadecyl methylacrylate CC(C(=O)OCCCCCCCCCCCCCCCCCC)=C